C(N)(=O)C1=C(C(=CC(=C1)Cl)C)NC(=O)C=1N(N=C(C1)CN1N=C(N=N1)C1=CC=C(C=C1)C)C1=NC=CC=C1Cl N-(2-carbamoyl-4-chloro-6-methyl-phenyl)-2-(3-chloro-2-pyridinyl)-5-[[5-(p-tolyl)tetrazol-2-yl]methyl]pyrazole-3-carboxamide